N-(3,4-difluorobenzyl)-5-(trifluoromethyl)nicotinamide FC=1C=C(CNC(C2=CN=CC(=C2)C(F)(F)F)=O)C=CC1F